FC(S(=O)(=O)NC([O-])=O)F N-(difluoromethylsulfonyl)carbamate